NCCOC=1C=CC2=C(CC(C=3C(=NC=NC23)N)(C)C)C1Cl 8-(2-aminoethoxy)-7-chloro-5,5-dimethyl-6H-benzo[h]quinazolin-4-amine